BrC=1C(=CC=2C3=C(C(=NC2C1F)SC)C=C(N3[C@H]3[C@H]1CN([C@@H]3C1)C(=O)OC(C)(C)C)[C@@H](C)N1C(COCC1)=O)CCC#N tert-butyl (1R,4R,5S)-5-(7-bromo-8-(2-cyanoethyl)-6-fluoro-4-(methylthio)-2-((R)-1-(3-oxomorpholino)ethyl)-1H-pyrrolo[3,2-c]quinolin-1-yl)-2-azabicyclo[2.1.1]hexane-2-carboxylate